FC(=C(F)F)SCC(F)(F)F (2,2,2-trifluoroethyl) (perfluorovinyl) sulfide